1-methyl-2-(2-(tritylthio)ethyl)pyrrolidine tert-butyl-4-(4-((3-chloro-5-(methylsulfonamido)phenyl)carbamoyl)-1H-pyrazol-1-yl)piperidine-1-carboxylate C(C)(C)(C)OC(=O)N1CCC(CC1)N1N=CC(=C1)C(NC1=CC(=CC(=C1)NS(=O)(=O)C)Cl)=O.CN1C(CCC1)CCSC(C1=CC=CC=C1)(C1=CC=CC=C1)C1=CC=CC=C1